N[C@@]1([C@H](O)O[C@@H]([C@H]([C@@H]1O)O)CO)O 2-amino-beta-D-glucose